N-[2-(diphenylphosphino)benzylidene]cyclohexylamine C1(=CC=CC=C1)P(C1=C(C=NC2CCCCC2)C=CC=C1)C1=CC=CC=C1